CS(=O)(=O)C1=CC=CC=2C=3N(C(=NC12)N[C@H]1C(NCCNC1)=O)N=C(N3)C=3C=NN(C3)C(C)C (6R)-6-({7-(methylsulfonyl)-2-[1-(prop-2-yl)-1H-pyrazol-4-yl][1,2,4]triazolo[1,5-c]quinazolin-5-yl}amino)-1,4-diazepan-5-one